N-[2-[[4-cyano-2-[[2-[2-oxo-3-(3-oxo-4H-pyrido[3,2-b][1,4]oxazin-6-yl)-1,3-oxazolidin-5-yl]ethylamino]methyl]-2,3-dihydro-1H-inden-5-yl]oxy]ethyl]acetamide C(#N)C1=C2CC(CC2=CC=C1OCCNC(C)=O)CNCCC1CN(C(O1)=O)C=1C=CC=2OCC(NC2N1)=O